6-bromohexyl 6,6-bis(decyloxy)hexanoate C(CCCCCCCCC)OC(CCCCC(=O)OCCCCCCBr)OCCCCCCCCCC